4-(4-(1,3-dioxolan-2-yl)-2,3-difluorophenyl)-2-methylbut-3-yn-2-ol O1C(OCC1)C1=C(C(=C(C=C1)C#CC(C)(O)C)F)F